C(C1=CC=CC=C1)OC1=CC2=C(CC(O2)CN(CC(C)C)C(=O)OC(C)(C)C)C(=C1N(S(NC(=O)OCC=C)(=O)=O)CC(=O)OC)F methyl {[6-(benzyloxy)-2-{[(tert-butoxycarbonyl)(2-methylpropyl)amino]methyl}-4-fluoro-2,3-dihydro-1-benzofuran-5-yl]({[(prop-2-en-1-yl)oxy]carbonyl}sulfamoyl)amino}acetate